C(C)(C)(C)OC(=O)N1CCOCC(C1)N 6-amino-1,4-oxazepan-4-carboxylic acid tert-butyl ester